(1S,2S,5R)-3-((S)-2-((tert-Butoxycarbonyl)amino)-3,3-dimethylbutyryl)-6,6-dichloro-3-azabicyclo[3.1.0]hexane-2-carboxylic acid tert-butyl ester C(C)(C)(C)OC(=O)[C@@H]1[C@H]2C([C@H]2CN1C([C@H](C(C)(C)C)NC(=O)OC(C)(C)C)=O)(Cl)Cl